(R)-3-ethyl-7-((4-(3-oxocyclopentane-1-carbonyl)piperazin-1-yl)methyl)-1,5-naphthyridin-2(1H)-one C(C)C=1C(NC2=CC(=CN=C2C1)CN1CCN(CC1)C(=O)[C@H]1CC(CC1)=O)=O